Cl.Cl.C(CCCCCCCCCCCCC)(=O)OCC(COP(=O)(O)OCC(COC(CC(C)(N)C)=O)OC(CC(C)(C)N)=O)OC(CCCCCCCCCCCCC)=O 3-(((2,3-bis((3-amino-3-methylbutanoyl)oxy)propoxy)(hydroxy)-phosphoryl)-oxy)propane-1,2-diyl ditetradecanoate dihydrochloride